FC1=CC=C(C=C1)C(C(=O)N[C@@H](CC(C)C)C(=O)N[C@H](CCC(=O)O)C(=O)O)(C)C (2-(4-fluorophenyl)-2-methylpropanoyl)-L-leucyl-D-glutamic acid